O1C(CCCC1)N1N=CC(=C1)SC1=CC2=C(C(NN=C2)=O)C=N1 7-((1-(tetrahydro-2H-pyran-2-yl)-1H-pyrazol-4-yl)thio)pyrido[3,4-d]pyridazin-4(3H)-one